FS(=O)(=O)C1=CC=C(C(=O)OCC)C=C1 ethyl 4-(fluorosulfonyl)benzoate